O(C(=O)C)CC([C@H]1CC[C@H]2[C@@H]3C=CC4=CC(CC[C@]4(C)[C@H]3CC[C@]12C)=O)C 21-acetoxyl-20-methylpregna-4,6-diene-3-one